O=C1N(CCC1)CC1=CC=C(C=C1)C1=NC(=CC=C1C#N)C(F)(F)F 2-[4-[(2-oxopyrrolidin-1-yl)methyl]phenyl]-6-(trifluoromethyl)pyridine-3-carbonitrile